3-methoxy-5-methyl-5,6,7,8,9,10-hexahydropyrazino[2',3':4,5]pyrrolo[2,3-d]azepine COC1=NC2=C(C3=C(CCNCC3)N2C)N=C1